(±)-ethyl 2-[3-[3-[(4,5-dichloro-1-methyl-indole-2-carbonyl)amino]tetrahydrofuran-3-yl]phenyl]acetate ClC1=C2C=C(N(C2=CC=C1Cl)C)C(=O)N[C@@]1(COCC1)C=1C=C(C=CC1)CC(=O)OCC |r|